1,3-bis(gamma-trimethylsiloxypropyl)tetramethyldisiloxane C[Si](OCCC[Si](O[Si](CCCO[Si](C)(C)C)(C)C)(C)C)(C)C